C(C)NC(CN1N=C(C=CC1=O)C=1C=NC(=CC1)OC1=CC=C(C=C1)F)=O N-ethyl-2-(3-(6-(4-fluorophenoxy)pyridin-3-yl)-6-oxopyridazin-1(6H)-yl)acetamide